ethyl 2-(4-(3-(2,6-bis(benzyloxy)pyridin-3-yl)-1-methyl-1H-indazol-6-yl)-3,5-dimethyl-1H-pyrazol-1-yl)acetate C(C1=CC=CC=C1)OC1=NC(=CC=C1C1=NN(C2=CC(=CC=C12)C=1C(=NN(C1C)CC(=O)OCC)C)C)OCC1=CC=CC=C1